1-(2-{1-[4-(2,6-DIOXOPIPERIDIN-3-YL)PHENYL]PIPERIDIN-4-YL}ACETYL)-4-METHYLPIPERIDINE-4-CARBOXYLIC ACID O=C1NC(CCC1C1=CC=C(C=C1)N1CCC(CC1)CC(=O)N1CCC(CC1)(C(=O)O)C)=O